(+)-diacetyl-L-tartaric anhydride CC(=O)O[C@@H]1[C@H](C(=O)OC1=O)OC(=O)C